NC1=NC(=C(C=C1C=1C=C2CCNC(C2=CC1)=O)C1=CC=C(C=C1)N1CCN(CC1)C[C@H](C)OC)F (S)-6-(2-amino-6-fluoro-5-(4-(4-(2-methoxypropyl)piperazin-1-yl)phenyl)pyridin-3-yl)-3,4-dihydroisoquinolin-1(2H)-one